N-(3-chloro-1H-indol-7-yl)-1-[(3-methylthietan-3-yl)methyl]pyrazole-4-sulfonamide ClC1=CNC2=C(C=CC=C12)NS(=O)(=O)C=1C=NN(C1)CC1(CSC1)C